trans-3-fluoro-5-[(3S)-2-[4-[(3-methylimidazol-4-yl)methyl]cyclohexanecarbonyl]isoxazolidin-3-yl]benzonitrile FC=1C=C(C#N)C=C(C1)[C@H]1N(OCC1)C(=O)[C@@H]1CC[C@H](CC1)CC=1N(C=NC1)C